N-(5-(piperazin-1-yl)quinolin-8-yl)pyrazine-2-carboxamide N1(CCNCC1)C1=C2C=CC=NC2=C(C=C1)NC(=O)C1=NC=CN=C1